FC(C(=O)O)(F)F.FC(C(=O)O)(F)F.CCCCCCCCC nonane bis(2,2,2-trifluoroacetate)